C[Si](O[Si](O[Si](C)(C)C)(O[Si](C)(C)C)CCCNC(C(=C)C)=O)(C)C N-[tris(trimethylsiloxy)silylpropyl]methacrylamide